5-(2-(difluoromethoxy)phenyl)oxazole-4-carboxylic acid FC(OC1=C(C=CC=C1)C1=C(N=CO1)C(=O)O)F